2-amino-6,7-dihydrothiazolo[5,4-c]pyridin NC=1SC=2C=NCCC2N1